3-(4-morpholino-7-(1H-pyrazol-3-yl)imidazo[1,5-b]pyridazin-2-yl)-8-oxa-3-azabicyclo[3.2.1]octane O1CCN(CC1)C=1C=2N(N=C(C1)N1CC3CCC(C1)O3)C(=NC2)C2=NNC=C2